2-Phosphoethanolamine C(C(N)P(=O)=O)O